6,6'-[[3,3',5,5'-Tetrakis(1,1-dimethylethyl)-[1,1'-biphenyl]-2,2'-diyl]bis(oxy)]bisdibenzo[d,f][1,3,2]-dioxaphosphepin CC(C)(C)C=1C(=C(C=C(C1)C(C)(C)C)C1=C(C(=CC(=C1)C(C)(C)C)C(C)(C)C)OP1OC2=C(C3=C(O1)C=CC=C3)C=CC=C2)OP2OC3=C(C1=C(O2)C=CC=C1)C=CC=C3